ClC1N(C(N(C1)C)Cl)C chloro-1,3-dimethyl-2-chloroimidazoline